NN1C(N(N=CC1=O)C1=CC(=C(C(=C1)Cl)OC=1C(=C2C3(C(NC2=CC1)=O)CC3)F)Cl)=O amino-2-(3,5-dichloro-4-((4'-fluoro-2'-oxospiro[cyclopropane-1,3'-indolin]-5'-yl)oxy)phenyl)-1,2,4-triazine-3,5(2H,4H)-dione